ClC1=NC(=NC(=C1C#N)C=1C=NN(C1)C)N1C[C@H](N(CC1)C(=O)C1CC1)C 4-chloro-2-[(3R)-4-(cyclopropylcarbonyl)-3-methylpiperazin-1-yl]-6-(1-methyl-1H-pyrazol-4-yl)pyrimidine-5-carbonitrile